(2R,3S,4S,5R)-3-(3,4-difluoro-2-methoxyphenyl)-N-(2-hydroxypyridin-4-yl)-4,5-dimethyl-5-(trifluoromethyl)tetrahydrofuran-2-carboxamide FC=1C(=C(C=CC1F)[C@H]1[C@@H](O[C@]([C@H]1C)(C(F)(F)F)C)C(=O)NC1=CC(=NC=C1)O)OC